2-aminoethyl-hypophosphorous acid NCCP(=O)O